COC=1C(=C(C(=CC1)C)C1=C(C(=CC2=C1NN=N2)C#N)NCC2=CC=C(C=C2)OC)C 7-(3-methoxy-2,6-dimethylphenyl)-6-((4-methoxybenzyl)amino)-1H-benzo[d][1,2,3]triazole-5-carbonitrile